(R)-2-amino-4-(2-amino-5-hydroxyphenyl)-4-oxobutanoic acid N[C@@H](C(=O)O)CC(=O)C1=C(C=CC(=C1)O)N